tert-Butyl (2R,4S)-2-(hydroxymethyl)-4-((4-octylbenzyl)oxy)pyrrolidine-1-carboxylate OC[C@@H]1N(C[C@H](C1)OCC1=CC=C(C=C1)CCCCCCCC)C(=O)OC(C)(C)C